2-(quinolin-8-yl)-2,3-dihydro-phthalazine-1,4-dione N1=CC=CC2=CC=CC(=C12)N1C(C2=CC=CC=C2C(N1)=O)=O